2-[4-cyclopropyl-6-(difluoromethoxy)pyrimidin-5-yl]-4-[[4-[1-isopropyl-4-(trifluoromethyl)imidazol-2-yl]phenyl]methoxy]-5-methoxy-pyrimidine C1(CC1)C1=NC=NC(=C1C1=NC=C(C(=N1)OCC1=CC=C(C=C1)C=1N(C=C(N1)C(F)(F)F)C(C)C)OC)OC(F)F